BrC=1C=2N(N=C(C1)Cl)C(=CN2)F 8-bromo-6-chloro-3-fluoroimidazo[1,2-b]pyridazine